4,7-Dibromobenzo[C][1,2,5]oxadiazole BrC1=CC=C(C2=NON=C21)Br